COC1=C(CNCCC2=CNC3=NC=C(C=C32)C#N)C=CC=C1 3-(2-((2-methoxybenzyl)amino)ethyl)-1H-pyrrolo[2,3-b]pyridine-5-carbonitrile